[(2S)-1-methyl-2-piperidyl]methanol CN1[C@@H](CCCC1)CO